IC1=C(N=NN1)[Si](C)(C)C 5-iodo-4-(trimethylsilyl)-1H-1,2,3-triazole